bis(4-butylphenyl)-N,N'-bis(phenyl)benzidine C(CCC)C1=CC=C(C=C1)N(C1=CC=C(C2=CC=C(N(C3=CC=CC=C3)C3=CC=C(C=C3)CCCC)C=C2)C=C1)C1=CC=CC=C1